3-phenylpropionamide trifluoroacetate FC(C(=O)O)(F)F.C1(=CC=CC=C1)CCC(=O)N